BrC1=C2C=CN=CC2=C(C=C1)N 5-bromo-8-aminoisoquinoline